ClC1=C(C=C(C=2C3=C(NC12)CCNC(C3C)=O)OCC(CO)(F)F)Cl 7,8-Dichloro-10-(2,2-difluoro-3-hydroxypropoxy)-1-methyl-3,4,5,6-tetrahydroazepino[4,5-b]indol-2(1H)-one